BrCC1=CC=C(C=C1)C(F)(F)F 1-bromomethyl-4-(trifluoromethyl)benzene